COC1=C(C(=CC=C1)C)NNC(C(=O)[O-])C(CC(=O)[O-])=O 2-(2-(2-methoxy-6-methylphenyl) hydrazino)-3-oxoglutarate